8-allyloxyguanine C(C=C)OC1=NC=2N=C(NC(C2N1)=O)N